O(C1=CC=CC=C1)C(=O)C1C2C=CC(C1)C2 5-phenoxycarbonyl-bicyclo[2.2.1]-2-heptene